C1(=C2C(=CC=C1)O2)OC epoxy-anisole